C(CCC)N1C(=NC=C1)CCCC 1,2-dibutylimidazole